5-phosphoribosylamine P(=O)(O)(O)OC[C@@H]1[C@H]([C@H](C(O1)N)O)O